3-(methoxy)-4H-benzo[e][1,2]oxazin-4-one COC1=NOC2=C(C1=O)C=CC=C2